COC1=C(CN(S(=O)(=O)C2=NC=CC(=C2)NC(=O)C=2C(=NC3=CC=CC(=C3C2)Cl)N2CC(C(CC2)(F)F)C)CC2=C(C=C(C=C2)OC)OC)C=CC(=C1)OC N-(2-(N,N-bis(2,4-dimethoxybenzyl)sulfamoyl)pyridin-4-yl)-5-chloro-2-(4,4-difluoro-3-methylpiperidin-1-yl)quinoline-3-carboxamide